OC1=NC=2CN(CCC2C(=C1[N+](=O)[O-])O)C(=O)OCC1=CC=CC=C1 benzyl 2,4-dihydroxy-3-nitro-5,8-dihydro-1,7-naphthyridine-7(6H)-carboxylate